9-fluoro-3-methyl-10-(3-(methylamino)piperidin-1-yl)-2H-[1,4]oxazino[2,3,4-ii]quinolin-7(3H)-one hydrochloride Cl.FC=1C=C2C(C=CN3C2=C(C1N1CC(CCC1)NC)OCC3C)=O